3-(4-aminoimidazo[2,1-f][1,2,4]triazin-7-yl)-N-(3-azabicyclo[3.1.1]heptan-1-yl)-4-methylbenzenesulfonamide NC1=NC=NN2C1=NC=C2C=2C=C(C=CC2C)S(=O)(=O)NC21CNCC(C2)C1